O1COC2=C1C=CC(=C2)COC2=C(C=C(\C=C/1\C(=C(C3=CC(=C(C=C13)OC)OC)CC(=O)O)C)C=C2OC)OC (Z)-2-(1-(4-(benzo[d][1,3]dioxol-5-ylmethoxy)-3,5-dimethoxybenzylidene)-5,6-dimethoxy-2-methyl-1H-inden-3-yl)acetic acid